2,3,5-tricarboxyl-cyclopentylacetic anhydride C(=O)(O)C1C(C(CC1C(=O)O)C(=O)O)CC(=O)OC(CC1C(C(CC1C(=O)O)C(=O)O)C(=O)O)=O